1-[4-(dimethylisopropoxysilyl)phenyl]-1-(4'-dimethylsilylphenyl)ethylene C[Si](C1=CC=C(C=C1)C(=C)C1=CC=C(C=C1)[SiH](C)C)(OC(C)C)C